C1(CCCC1)P(C1=CC(=CC=C1)C(C)(C)C)C1CCCC1 dicyclopentyl-(3-tert-butylphenyl)phosphine